FC(C=1C(=C(C=CC1)[C@@H](C)NC1=NN(C(C=2C1=CN(C(C2)=O)C2(CC2)CN2CC(C2)F)=O)C)F)F (R)-4-((1-(3-(difluoromethyl)-2-fluorophenyl)ethyl)amino)-6-(1-((3-fluoroazetidin-1-yl)methyl)cyclopropyl)-2-methylpyrido[3,4-d]pyridazine-1,7(2H,6H)-dione